C(C)OC(=O)C1CN(C2(C(CCC3=CC=CC=C23)OCC2=CC=CC=C2)CC1=O)C benzyloxy-1-methyl-4-oxo-spiro[piperidine-6,1'-tetrahydronaphthalene]-3-carboxylic acid ethyl ester